sebacate ammonium [NH4+].C(CCCCCCCCC(=O)[O-])(=O)[O-].[NH4+]